4-(2-(azetidin-1-ylsulfonyl)phenyl)isoindoline-2-carbonitrile N1(CCC1)S(=O)(=O)C1=C(C=CC=C1)C1=C2CN(CC2=CC=C1)C#N